S(=O)(=O)(C1=CC=C(C)C=C1)N1N=C(C2=CC=CC=C12)C1CCN(CC1)C(=O)OC(C)(C)C tert-butyl 4-(1-tosyl-1H-indazol-3-yl)piperidine-1-carboxylate